(5S)-3-(3-bromophenyl)-5-methyl-6,7-dihydro-5H-pyrrolo[2,1-c][1,2,4]triazole BrC=1C=C(C=CC1)C=1N2C(=NN1)CC[C@@H]2C